C(C)(C)(C)C1CCN(CC1)CC1=C(C=C(CNC2=C3C(N(C(C3=CC=C2)=O)C2C(NC(CC2)=O)=O)=O)C=C1)F 4-((4-((4-(tert-butyl)piperidin-1-yl)methyl)-3-fluorobenzyl)amino)-2-(2,6-dioxopiperidin-3-yl)isoindoline-1,3-dione